tert-butyl (3S)-3-[[4-[4-[(4-amino-3-fluoro-2-methyl-1-naphthyl)oxy]-2-methyl-thiazol-5-yl]pyrimidin-2-yl]amino]piperidine-1-carboxylate NC1=C(C(=C(C2=CC=CC=C12)OC=1N=C(SC1C1=NC(=NC=C1)N[C@@H]1CN(CCC1)C(=O)OC(C)(C)C)C)C)F